O(O)C1(C(CCCC1)=O)C 2-Hydroperoxy-2-methylcyclohexan-1-one